1-(2-(9-hydroxy-2-(mesitylimino)-10-methoxy-4-oxo-6,7-dihydro-2H-pyrimido[6,1-a]isoquinolin-3(4H)-yl)ethyl)urea OC=1C=C2CCN3C(C2=CC1OC)=CC(N(C3=O)CCNC(=O)N)=NC3=C(C=C(C=C3C)C)C